OC[C@H]1N(CC(CC1)C1=CC=C(C=C1)C(F)(F)F)C1=CC=C(C(=O)O)C=C1 4-((2S)-2-(hydroxymethyl)-5-(4-(trifluoromethyl)phenyl)piperidin-1-yl)benzoic acid